N-((1S,3R)-3-(5-(3-(benzyloxy)-1-methyl-1H-pyrazol-4-yl)-2,4-difluorobenzyl)-3-(4-(chloromethyl)oxazol-2-yl)cyclopentyl)methanesulfonamide C(C1=CC=CC=C1)OC1=NN(C=C1C=1C(=CC(=C(C[C@]2(C[C@H](CC2)NS(=O)(=O)C)C=2OC=C(N2)CCl)C1)F)F)C